CN1C(=NC=2C1=NC(=CC2C)C2CCN(CC2)C2CC1CCC(C2)N1C1CCOCC1)C1=CC=C(C=C1)S(=O)(=O)C 3,7-dimethyl-2-(4-(methylsulfonyl)phenyl)-5-(1-(8-(tetrahydro-2H-pyran-4-yl)-8-azabicyclo[3.2.1]octan-3-yl)piperidin-4-yl)-3H-imidazo[4,5-b]pyridine